O=C1O[C@]2(CN1CC1=CSC3=NC=CC=C31)C[C@H](CCC2)CN2C=NC3=C2C=C(C=C3)C#N 1-{[(5s,7s)-2-oxo-3-(thieno[2,3-b]pyridin-3-ylmethyl)-1-oxa-3-azaspiro[4.5]decan-7-yl]methyl}-1H-benzimidazole-6-carbonitrile